2-{[(butylmercapto)thio]mercapto}propionic acid C(CCC)SSSC(C(=O)O)C